C1(CCCC=2C3=CC=CC=C3NC12)NCCC1=CC=C(C=C1)C#N 4-(2-((2,3,4,9-tetrahydro-1H-carbazol-1-yl)amino)ethyl)cyanobenzene